mono-2-octyl-dodecanol C(CCCCCCC)C(CO)CCCCCCCCCC